NC1(CCN(CC1)C=1C(=C2C=CN(C2=CC1)C1=C(C=CC=C1F)Cl)CO)C (5-(4-amino-4-methylpiperidin-1-yl)-1-(2-chloro-6-fluorophenyl)-1H-indol-4-yl)methanol